5-nitro-N-(1-phenyl-6-(4-(trifluoromethyl)phenyl)-1H-pyrazolo[3,4-d]pyrimidin-4-yl)thiophene-2-carboxamide [N+](=O)([O-])C1=CC=C(S1)C(=O)NC1=C2C(=NC(=N1)C1=CC=C(C=C1)C(F)(F)F)N(N=C2)C2=CC=CC=C2